N,N-dimethyl-p-phenylenediamine sulphate S(=O)(=O)(O)O.CN(C1=CC=C(C=C1)N)C